CC1(OC2=CC(=CC=C2C=C1C=C)C1=CC(=NN1C)C)C 5-(2,2-dimethyl-3-vinyl-2H-chromen-7-yl)-1,3-dimethyl-1H-pyrazole